4-benzyloxy-2-chloro-1,6-naphthyridine-5-carbonitrile C(C1=CC=CC=C1)OC1=CC(=NC=2C=CN=C(C12)C#N)Cl